(S)-4-ethyl-4-hydroxyl-7,8-dihydro-1H-pyrano[3,4-f]indolizin-3,6,10(4H)-trione C(C)[C@]1(C(OCC=2C(N3CCC(C3=CC21)=O)=O)=O)O